Z-vinyl-iodine C(=C)I